FC1([C@H]2CC=3C(=NN(C3C[C@]21C)C2OCCCC2)C=2NC1=CC(=CC=C1C2)N2C(C1(CC2)CCNCC1)=O)F 2-{2-[(4aS,5aR)-5,5-difluoro-5a-methyl-1-(oxan-2-yl)-4H,4aH,6H-cyclopropa[f]indazol-3-yl]-1H-indol-6-yl}-2,8-diazaspiro[4.5]decan-1-one